Cl.Cl.COC1=CC(=C2C(=N1)CNC2)C 2-methoxy-4-methyl-6,7-dihydro-5H-pyrrolo[3,4-b]Pyridine, dihydrochloride